2-(BUT-2-YN-1-YLOXY)BENZALDEHYDE C(C#CC)OC1=C(C=O)C=CC=C1